C(C)(C)N1C(=NC=C1)C 3-isopropyl-2-methyl-imidazol